C(CCC)NCCC[Si](OCC)(OCC)OCC N-butylaminopropyltriethoxysilane